ethyl-1-(4-bromobenzoyl)-5-methylpyrrolo[1,2-a]quinoline-3-carboxylate C(C)OC(=O)C=1C=C(N2C1C=C(C1=CC=CC=C21)C)C(C2=CC=C(C=C2)Br)=O